3-[2-(6-{[(2-hydroxy-2-methylpropyl)amino]methyl}-1-oxo-4-(trifluoromethyl)-3H-isoindol-2-yl)-6-[(2-methylpropyl)amino]pyridin-4-yl]-4-(4-methyl-1,2,4-triazol-3-yl)benzonitrile OC(CNCC1=CC(=C2CN(C(C2=C1)=O)C1=NC(=CC(=C1)C=1C=C(C#N)C=CC1C1=NN=CN1C)NCC(C)C)C(F)(F)F)(C)C